3-(5-((8-((4'-chloro-[1,1'-biphenyl]-2-yl)methyl)-3,8-diazabicyclo[3.2.1]oct-3-yl)methyl)-1-oxoisoindolin-2-yl)piperidine-2,6-dione ClC1=CC=C(C=C1)C1=C(C=CC=C1)CN1C2CN(CC1CC2)CC=2C=C1CN(C(C1=CC2)=O)C2C(NC(CC2)=O)=O